ClC1=C(C(=CC=C1)F)N(C1=C2C=C(NC2=C(C(=C1)C1=C(C=C(C=C1)OC)F)OC)C1=C(C=C(C=C1)NC(=O)NOC)F)C1CC1 1-(4-(4-((2-chloro-6-fluorophenyl)(cyclopropyl)amino)-6-(2-fluoro-4-methoxyphenyl)-7-methoxy-1H-indol-2-yl)-3-fluorophenyl)-3-methoxyurea